[Si](C1=CC=CC=C1)(C1=CC=CC=C1)(C(C)(C)C)OC[C@@H]1C[C@](CNC1)(O)C |r| (3RS,5RS)-5-(((tert-butyldiphenylsilyl)oxy)methyl)-3-methylpiperidin-3-ol